NC1=CC=C2C(=N1)CC[C@H]2NC([C@H](C)NC(=O)[C@@H]2NC[C@H](C2)CC2=C(C=CC=C2)F)=O (2R,4S)-N-((S)-1-(((R)-2-amino-6,7-dihydro-5H-cyclopenta[b]pyridin-5-yl)amino)-1-oxopropan-2-yl)-4-(2-fluorobenzyl)pyrrolidine-2-carboxamide